NCC1=CC=C(C=C1)NC1=CC(=C(C=C1)F)N1CCCCCC1 N-(4-(aminomethyl)phenyl)-3-(azepan-1-yl)-4-fluoroaniline